(5-tert-butyl-1-benzothien-2-yl)boric acid C(C)(C)(C)C=1C=CC2=C(C=C(S2)OB(O)O)C1